C(CCCCC)OCOCCCC(C)[Cu]C(CCCOCOCCCCCC)C.[Li] lithium bis[4-hexoxymethoxy-1-methylbutyl]copper